(Dl)-2-(trifluoroacetyl)-5-oxo-2-(3-oxopentyl)heptanoic acid FC(C(=O)C(C(=O)O)(CCC(CC)=O)CCC(CC)=O)(F)F